C(C)OC1=C(C=CC(=C1)C=1OC2=CC(=CC(=C2C(C1O)=O)O)OC)[O-] ethoxy-4-(3,5-dihydroxy-7-methoxy-4-oxo-4H-chromen-2-yl)phenolate